O=C([C@H](C[C@H]1C(NCC1)=O)NC(OC(C)(C)C)=O)C=1N(C=CN1)COCC[Si](C)(C)C tert-butyl N-[(2S)-1-oxo-3-[(3S)-2-oxopyrrolidin-3-yl]-1-(1-{[2-(trimethylsilyl)ethoxy]methyl}imidazol-2-yl)propan-2-yl]carbamate